C1(CC1)N1N=CC(=C1)C1OCCCC1 2-(1-cyclopropylpyrazol-4-yl)tetrahydropyran